tetrabutylphosphonium trifluoromethanesulfonate FC(S(=O)(=O)[O-])(F)F.C(CCC)[P+](CCCC)(CCCC)CCCC